N5,N10-dimethyltetrahydrofolate CN1C=2C(NC(=NC2NCC1CN(C1=CC=C(C(N[C@@H](CCC(=O)[O-])C(=O)O)=O)C=C1)C)N)=O